C1(=CC=CC=C1)C1=NC(=NC(=N1)C1=CC=CC=C1)C1=CC(=CC2=C1OC1=C2C=CC=C1)C1=CC=CC=2C3=CC=CC=C3N(C12)C1=CC=CC=C1 [4-(4,6-diphenyl-1,3,5-triazine-2-yl)-2-dibenzofuranyl]-9-phenyl-9H-carbazole